6-chloro-2-amino-3-oxopyridin ClC=1C=CC(C(N1)N)=O